(S)-2-(2-((5-(3-(aminomethyl)phenyl)-7-((3-fluoropyrrolidin-1-yl)methyl)benzofuran-3-yl)methoxy)phenyl)acetic acid NCC=1C=C(C=CC1)C=1C=C(C2=C(C(=CO2)COC2=C(C=CC=C2)CC(=O)O)C1)CN1C[C@H](CC1)F